4-(3-Chlorobenzyl)-7-(3,5-difluorobenzyl)-2,4,6,7,8,9-hexahydroimidazo[1,2-a]pyrido[3,4-e]pyrimidin-5(1H)-one ClC=1C=C(CN2C=3N(C4=C(C2=O)CN(CC4)CC4=CC(=CC(=C4)F)F)CCN3)C=CC1